2-amino-6-(azetidin-1-yl)pyridine-3,5-dicarbonitrile NC1=NC(=C(C=C1C#N)C#N)N1CCC1